lauroylchlorid C(CCCCCCCCCCC)(=O)Cl